C1(=C(C=CC=C1)C1=C(C(=NN=N1)C1=C(C2=C(SC3=C2C=CC=C3)C=C1)C1=CC=CC=C1)C1=CC=CC=C1)C1=CC=CC=C1 [(biphenyl-yl)phenyltriazinyl]phenyldibenzothiophene